The molecule is the L-enantiomer of 5-hydroxytryptophan. It has a role as a human metabolite, a plant metabolite and a mouse metabolite. It is a 5-hydroxytryptophan, a hydroxy-L-tryptophan and a non-proteinogenic L-alpha-amino acid. It is an enantiomer of a 5-hydroxy-D-tryptophan. It is a tautomer of a 5-hydroxy-L-tryptophan zwitterion. C1=CC2=C(C=C1O)C(=CN2)C[C@@H](C(=O)O)N